Methyl 4-{[cis-3-[(4-chlorophenyl)sulfonyl]-3-(2,5-difluorophenyl)cyclobutyl] [(trifluoromethyl)sulfonyl]amino}butanoate ClC1=CC=C(C=C1)S(=O)(=O)C1(CC(C1)N(CCCC(=O)OC)S(=O)(=O)C(F)(F)F)C1=C(C=CC(=C1)F)F